COC1=C(C(=CC=C1)C1=CC=CC=C1)[O-] METHOXY-1,1'-BIPHENYL-2-OLATE